BrC1=C2C=NC=NC2=C(C=C1)N 5-bromoquinazolin-8-amine